tributyl(dodecyl)phosphonium C(CCC)[P+](CCCCCCCCCCCC)(CCCC)CCCC